(R)-2-[6-(3-amino-piperidin-1-yl)-3-methyl-2,4-dioxo-3,4-dihydro-2H-pyrimidin-1-ylmethyl]-4-fluoro-benzonitrile N[C@H]1CN(CCC1)C1=CC(N(C(N1CC1=C(C#N)C=CC(=C1)F)=O)C)=O